6-(2-allyl-6-((4-(4-(dimethylamino)piperidin-1-yl)phenyl)amino)-3-oxo-2,3-dihydro-1H-pyrazolo[3,4-d]pyrimidin-1-yl)pyridin-2-sulfonamide C(C=C)N1N(C2=NC(=NC=C2C1=O)NC1=CC=C(C=C1)N1CCC(CC1)N(C)C)C1=CC=CC(=N1)S(=O)(=O)N